cyanobarium C(#N)[Ba]